8-bromo-2-ethynyl-2,3-dihydro-4H-benzo[b][1,4]oxazine-4-carboxylic acid tert-butyl ester C(C)(C)(C)OC(=O)N1C2=C(OC(C1)C#C)C(=CC=C2)Br